(1R,2R)-trans-N-Boc-2-aminocyclohexanol CC(C)(C)OC(=O)N[C@@H]1CCCC[C@H]1O